tert-butyl N-[3-(4-bromo-6-fluoro-1H-indazol-3-yl)propyl]carbamate BrC1=C2C(=NNC2=CC(=C1)F)CCCNC(OC(C)(C)C)=O